FC1=CC=C(C=C1)C1=NC(=CC(=C1)C1(CC1)NC(OCC1=CC=CC=C1)=O)C(C(F)(F)F)(CNC(C1=CC(=C(C=C1)OC[C@@H](C)O)OC)=O)O benzyl (1-(2-(4-fluorophenyl)-6-(1,1,1-trifluoro-2-hydroxy-3-(4-((R)-2-hydroxypropoxy)-3-methoxybenzamido)propan-2-yl)pyridin-4-yl)cyclopropyl)carbamate